3-[7-(aminocarbonyl)-5-fluoro-2H-indazol-2-yl]-1-propylpyrrolidinium trifluoroacetate FC(C(=O)[O-])(F)F.NC(=O)C1=CC(=CC2=CN(N=C12)C1C[NH+](CC1)CCC)F